isopropyl (S)-6-diazo-2-((S)-3-(5-(dimethylamino)-1H-indol-3-yl)-2-methoxypropanamido)-5-oxohexanoate [N+](=[N-])=CC(CC[C@@H](C(=O)OC(C)C)NC([C@H](CC1=CNC2=CC=C(C=C12)N(C)C)OC)=O)=O